1-(7-methoxyquinolin-5-yl)cyclopropanamine COC1=CC(=C2C=CC=NC2=C1)C1(CC1)N